{4-[2-amino-5-(1-ethyl-1H-pyrazol-4-yl)pyridin-3-yl]-3-fluorophenyl}-5-(4-methylphenyl)-4-oxo-1-(tetrahydro-2H-pyran-4-ylmethyl)-1,4-dihydropyridine-3-carboxamide NC1=NC=C(C=C1C1=C(C=C(C=C1)C=1N(C=C(C(C1C(=O)N)=O)C1=CC=C(C=C1)C)CC1CCOCC1)F)C=1C=NN(C1)CC